NC=1C(=C2CCN(CC2=CC1)C(=O)OC(C)(C)C)C=1N=CN(C1)C tert-butyl 6-amino-5-(1-methyl-1H-imidazol-4-yl)-3,4-dihydroisoquinoline-2(1H)-carboxylate